[N].COC1=CC=NC=C1 4-methoxypyridine nitrogen